CNC1CCN(CC1)C=1C=2N(C=CC1)C(=CN2)N2C(NC(CC2)=O)=O 1-[8-[4-(methylamino)-1-piperidyl]imidazo[1,2-a]pyridin-3-yl]hexahydropyrimidine-2,4-dione